SCCC[Si](OC)(OC)C γ-mercaptopropyl-methyldimethoxysilane